ClC1=CC2=C(N(C(N2C2CCN(CC2)S(=O)(=O)C)=O)CC2=CC=C(C=C2)C=2OC(=NN2)C(F)F)C=C1 5-chloro-1-(4-(5-(difluoromethyl)-1,3,4-oxadiazole-2-yl)benzyl)-3-(1-(methylsulfonyl)piperidine-4-yl)-1,3-dihydro-2H-benzo[d]imidazole-2-one